(S)-2-((tert-butoxycarbonyl)amino)-5-(2-nitro-1H-imidazol-1-yl)pentanoic acid C(C)(C)(C)OC(=O)N[C@H](C(=O)O)CCCN1C(=NC=C1)[N+](=O)[O-]